FC1=C(C=CC=2C=3C(C(NC12)=O)=NN(C3)C)CN3CC1=NN(C=C1C3)C=3C=CC(=NC3)C(=O)NC 5-(5-((6-fluoro-2-methyl-4-oxo-4,5-dihydro-2H-pyrazolo[3,4-c]quinolin-7-yl)methyl)-5,6-dihydropyrrolo[3,4-c]pyrazol-2(4H)-yl)-N-methylpicolinamide